1,3,3-Trimethylbicyclo[2.2.1]heptan-2-yl-(E)-3-(4-methoxyphenyl)acrylat CC12C(C(C(CC1)C2)(C)C)OC(\C=C\C2=CC=C(C=C2)OC)=O